BrC=1C=C(C=C(C(=O)OC)C#N)C=CC1 methyl 3-bromo-α-cyanocinnamate